C(C)(=O)C1=C(C=CC(=C1)C(C)=O)OC 2,4-diacetylanisole